1-{N-[2-(3-oxo-4-morpholinyl)ethyl]-2-amino-5-fluorobenzo[d]thiazol-6-yl}-3-(4-chlorophenyl)urea O=C1N(CCOC1)CCN1C(SC2=C1C=C(C(=C2)NC(=O)NC2=CC=C(C=C2)Cl)F)N